COC1=CC=C(C=C1)N(C1=CC=C(C=C1)OC)C1(CC=2C3(C4=CC(=CC=C4C2C=C1)N(C1=CC=C(C=C1)OC)C1=CC=C(C=C1)OC)C1=CC(=CC=C1C=1C=CC=CC13)N(C1=CC=C(C=C1)OC)C1=CC=C(C=C1)OC)N(C1=CC=C(C=C1)OC)C1=CC=C(C=C1)OC 2,2,7,7'-tetrakis[N,N'-bis(4-methoxyphenyl)amino]-9,9'-spirobifluorene